BrC1=CC(=NC=C1)NC(CCN1[C@@H]2CN[C@H](C1)C2)=O N-(4-bromopyridin-2-yl)-3-[(1s,4s)-2,5-diazabicyclo[2.2.1]heptan-2-yl]propionamide